tert-butyl 3-[(6S)-6-[(1-benzyl-1,2,4-triazole-3-carbonyl)amino]-4-methyl-5-oxo-7,8-dihydro-6H-pyrazolo[1,5-a][1,3]diazepin-2-yl]azetidine-1-carboxylate C(C1=CC=CC=C1)N1N=C(N=C1)C(=O)N[C@@H]1C(N(C=2N(CC1)N=C(C2)C2CN(C2)C(=O)OC(C)(C)C)C)=O